The molecule is a 1-acyl-sn-glycerol where arachidonoyl forms the 1-acyl group. It is a 1-acyl-sn-glycerol and a 1-arachidonoylglycerol. It is an enantiomer of a 3-arachidonoyl-sn-glycerol. CCCCC/C=C\\C/C=C\\C/C=C\\C/C=C\\CCCC(=O)OC[C@H](CO)O